ethyl 5-((3-(2,2,2-trifluoroethoxy)pyridin-2-yl)oxy)pyrazolo[1,5-a]pyridine-2-carboxylate FC(COC=1C(=NC=CC1)OC1=CC=2N(C=C1)N=C(C2)C(=O)OCC)(F)F